(R)-tert-butyl 2-(3-(hydroxymethyl) piperazin-1-yl)-7,8-dihydropyrido[4,3-d]pyrimidine-6(5H)-carboxylate OC[C@H]1CN(CCN1)C=1N=CC2=C(N1)CCN(C2)C(=O)OC(C)(C)C